tert-butyl (R)-3-(5-(3H-[1,2,3]triazolo[4,5-b]pyridin-3-yl)-3-fluoro-N-(8-methylisoquinolin-1-yl)picolinamido)piperidine-1-carboxylate N1=NN(C2=NC=CC=C21)C=2C=C(C(=NC2)C(=O)N(C2=NC=CC1=CC=CC(=C21)C)[C@H]2CN(CCC2)C(=O)OC(C)(C)C)F